N-({5-[5-(trifluoromethyl)-1,3,4-oxadiazol-2-yl]-1,3-thiazol-2-yl}methyl)-N-[5-(trifluoromethyl)pyridin-3-yl]methanesulfonamide FC(C1=NN=C(O1)C1=CN=C(S1)CN(S(=O)(=O)C)C=1C=NC=C(C1)C(F)(F)F)(F)F